2,2-difluoro-3-hydroxynonanoic acid FC(C(=O)O)(C(CCCCCC)O)F